ClC=1N=C(C2=C(N1)N(N=N2)[C@H]2[C@@H]([C@@H]([C@H](C2)COP(=O)(O)CP(O)(O)=O)O)O)NCC2=C(C=CC=C2)Cl (((((1R,2R,3S,4R)-4-(5-chloro-7-((2-chlorobenzyl)amino)-3H-[1,2,3]triazolo[4,5-d]pyrimidin-3-yl)-2,3-dihydroxycyclopentyl)methoxy)(hydroxy)phosphoryl)methyl)phosphonic acid